C(C1=CC=CC=C1)OC1=CC=C(C=C1)C1(OCC=C1C1=CC=CC=C1)C(=O)O 2-(4-(benzyloxy)phenyl)-3-phenyl-2,5-dihydrofuran-2-carboxylic acid